tetraglycidyl-diaminoethane C(C1CO1)C(C(N)(N)CC1CO1)(CC1CO1)CC1CO1